N-(2-{octahydro-1H-pyrrolo[3,2-b]pyridin-1-yl}-2-oxoethyl)-3-(trifluoromethyl)benzamide hydrochloride Cl.N1(CCC2NCCCC21)C(CNC(C2=CC(=CC=C2)C(F)(F)F)=O)=O